5-(1-((6-(((cyclobutylmethyl)amino)methyl)imidazo[1,2-a]pyridin-2-yl)methyl)-1H-1,2,3-triazole-4-yl)-N-methylpyridine-3-amine C1(CCC1)CNCC=1C=CC=2N(C1)C=C(N2)CN2N=NC(=C2)C=2C=C(C=NC2)NC